BrC=1C(=NN(C1)C)CC(=O)N (4-bromo-1-methyl-pyrazol-3-yl)acetamide